C1(CCC1)N1N=CC(=C1)C1=C(C(=O)OC)C=C(C=C1)NC(=O)C1(C(C1)(C)C)C1=C(C=CC=C1)F Methyl 2-(1-cyclobutyl-1H-pyrazol-4-yl)-5-({[1-(2-fluorophenyl)-2,2-dimethylcyclopropyl]carbonyl} amino)benzoate